CN1N=C(C(=C1)NC(C1=NC(=CC=C1)C=1C=C(C=CC1)C)=O)C1=NC=CC=C1 N-(1-methyl-3-(pyridin-2-yl)-1H-pyrazol-4-yl)-6-(m-tolyl)picolinamide